3,6-dichloro-1-(3-((1-(2-(difluoromethoxy)pyridin-3-yl)-5-methyl-4-nitro-1H-pyrazol-3-yl)oxy)propyl)-1H-pyrazolo[3,4-d]pyrimidine ClC1=NN(C2=NC(=NC=C21)Cl)CCCOC2=NN(C(=C2[N+](=O)[O-])C)C=2C(=NC=CC2)OC(F)F